BrC1=CC2=C(C(=NNC2=O)CC)O1 2-bromo-7-ethyl-5H-furo[2,3-d]pyridazin-4-one